FC1C[NH2+]CC1 3-fluoropyrrolidinium